chlorocinnamoyl chloride ClC(C(=O)Cl)=CC1=CC=CC=C1